C(C(C)(C)C)OS(=O)(=O)C1=CC=CC=C1 benzenesulfonic acid neopentyl ester